(S)-4-amino-3-((((S)-oxetan-2-yl)methyl)amino)benzoic acid methyl ester COC(C1=CC(=C(C=C1)N)NC[C@H]1OCC1)=O